C(C)OC(=O)C1=CC=NC=2N1N=CC2.C(CCCCCCCCC)[Si](OC2=CC=CC=C2)(OC2=CC=CC=C2)OC2=CC=CC=C2 decyl-triphenoxysilane Ethyl-pyrazolo[1,5-a]pyrimidine-7-carboxylate